C(#N)C1=CC=C(OC2CN(CC2)C(=O)[O-])C=C1 3-(4-cyanophenoxy)pyrrolidine-1-carboxylate